(1-Cyclopropyl-1H-pyrazol-4-yl){6-[methyl(7H-pyrrolo[2,3-d]pyrimidin-4-yl)amino]-2-azaspiro[3.3]hept-2-yl}methanon C1(CC1)N1N=CC(=C1)C(=O)N1CC2(C1)CC(C2)N(C=2C1=C(N=CN2)NC=C1)C